(R or S)-2-pyrrolidone-5-carboxylic acid N1C(CC[C@@H]1C(=O)O)=O |o1:4|